2-(2-cyanobenzyl)-3-(1-(2-oxo-2H-chromen-8-yl)-1H-1,2,3-triazol-4-yl)picolinamide C(#N)C1=C(CC2(NC=CC=C2C=2N=NN(C2)C=2C=CC=C3C=CC(OC23)=O)C(=O)N)C=CC=C1